6-(2-aminophenoxy)-8-methyl-2-[4-(4-methylpiperazin-1-yl)anilino]pyrido[2,3-d]pyrimidin-7-one NC1=C(OC2=CC3=C(N=C(N=C3)NC3=CC=C(C=C3)N3CCN(CC3)C)N(C2=O)C)C=CC=C1